FC1N(C(C2=CC=CC(=C2C1)C=1C(=NN(C1)C)C(F)(F)F)=O)C1=CN=CC2=CC=CC=C12 fluoro-5-(1-methyl-3-(trifluoromethyl)-1H-pyrazol-4-yl)-3,4-dihydro-1H-[2,4'-biisoquinolin]-1-one